(S)-1-(4-(4-isopropyl-5-(8-methoxy-[1,2,4]triazolo[1,5-a]pyridin-6-yl)-1H-pyrazol-3-yl)phenyl)-N-methyl-N-((3-methyloxetan-3-yl)methyl)ethan-1-amine C(C)(C)C=1C(=NNC1C=1C=C(C=2N(C1)N=CN2)OC)C2=CC=C(C=C2)[C@H](C)N(CC2(COC2)C)C